P(=O)(OC[C@@H](CC(C)C)NC=1C2=C(N=C(N1)S[C@@H](C)C1=NC=C(C=C1)Cl)NC(S2)=O)(O)O (2R)-2-[(5-{[(1S)-1-(5-chloropyridin-2-yl)ethyl]sulfanyl}-2-oxo-2,3-dihydro[1,3]thiazolo[4,5-d]pyrimidin-7-yl)amino]-4-methylpentyl dihydrogen phosphate